2-(4-(cyclopropanecarbonyl)piperazin-1-yl)-7-(cyclopropylmethoxy)-5-fluoroquinazolin-4(3H)-one C1(CC1)C(=O)N1CCN(CC1)C1=NC2=CC(=CC(=C2C(N1)=O)F)OCC1CC1